COC=1C=C2C(=NC=NC2=CC1OC)CC(=O)N1CCS(CC1)(=O)=N 2-(6,7-dimethoxyquinazolin-4-yl)-1-(1-imino-1-oxido-1λ6-thiomorpholino)ethan-1-one